C(#C)C1=CC=C(C=C1)C1=CC=2C(=NC3=CC=CC=C3N2)O1 2-(4-ethynylphenyl)furo[2,3-B]quinoxaline